ClC[C@@H]1CN(CC1)CC1=CC(=C2CN(C(C2=C1)=O)C1=CC(=CC=C1)C1(COC1)CC1=NN=CN1C)C(F)(F)F (S)-6-((3-(chloromethyl)pyrrolidin-1-yl)methyl)-2-(3-(3-((4-methyl-4H-1,2,4-triazol-3-yl)methyl)oxetan-3-yl)phenyl)-4-(trifluoromethyl)isoindolin-1-one